1-(2,4-dichlorophenyl)-3-methyl-(S,S)-1,2-butanediol ClC1=C(C=CC(=C1)Cl)[C@@H]([C@H](C(C)C)O)O